ClC1=C(C(=NC=C1)C)C=1N=C(N(C1)C)C(C)(F)F chloro-3-[2-(1,1-difluoroethyl)-1-methyl-1H-imidazol-4-yl]-2-methylpyridine